C(C)OC(=O)C=1SC(=CN1)C1OCCO1 5-(1,3-dioxolan-2-yl)thiazole-2-carboxylic acid ethyl ester